3-((4-fluorophenyl)ethynyl)-N-(imidazo[1,2-a]pyridin-7-ylmethyl)-4-(((1-(4-nitrophenyl)-1H-pyrazol-3-yl)methyl)sulfonyl)benzamide FC1=CC=C(C=C1)C#CC=1C=C(C(=O)NCC2=CC=3N(C=C2)C=CN3)C=CC1S(=O)(=O)CC1=NN(C=C1)C1=CC=C(C=C1)[N+](=O)[O-]